N-(4-([1,2,4]triazolo[4,3-c]pyrimidin-7-yloxy)-3-methylphenyl)-6-iodoquinazolin-4-amine N=1N=CN2C=NC(=CC21)OC2=C(C=C(C=C2)NC2=NC=NC1=CC=C(C=C21)I)C